C[NH+]1C[C@@H](C=C2C=3C=CC=C4NC=C(C[C@@H]12)C34)C(=O)N(C(NC3=CC=CC=C3)=O)C (4R,6R,7R)-6-methyl-4-{[methyl(phenyl-carbamoyl)amino]carbonyl}-6,11-diazatetracyclo[7.6.1.02,7.012,16]hexadeca-1(16),2,9,12,14-pentaen-6-ium